FC=1C=C(CNC(=O)C=2SC(=CC2)C2=C(C(=NC3=C2C(N2CCC[C@@H]32)=O)CCC3=CC=C(C=C3)F)C(=O)NN)C=CC1F (S)-N-(3,4-difluorobenzyl)-5-(2-(4-fluorophenethyl)-3-(hydrazinecarbonyl)-5-oxo-7,8,9,9a-tetrahydro-5H-pyrido[2,3-a]pyrrolizin-4-yl)thiophene-2-carboxamide